C(C1=CC=CC=C1)N1CCC(CC1)CCC(=O)C1=CC=C(C=C1)C1CCN(CC1)CN1C=CC2=CC(=CC=C12)C#N ((4-(4-(3-(1-benzylpiperidin-4-yl)propionyl)phenyl)piperidin-1-yl)methyl)-1H-indole-5-carbonitrile